3-(benzyloxy)-2-(4-((tert-butyldimethylsilyl)oxy)-3,3-dimethylbut-1-yn-1-yl)-N-(3-fluoro-4-methylphenyl)aniline C(C1=CC=CC=C1)OC=1C(=C(NC2=CC(=C(C=C2)C)F)C=CC1)C#CC(CO[Si](C)(C)C(C)(C)C)(C)C